C1(CCCC1)C1=NC2=NC=NC(=C2N1)NC(CC1=CC(=C(C=C1)C=1C=NN(C1)C1=CC=C(C=C1)F)F)=O N-(8-cyclopentyl-7H-purin-6-yl)-2-(3-fluoro-4-(1-(4-fluorophenyl)-1H-pyrazol-4-yl)Phenyl)acetamide